ClC=1C=C(C(=C(C=NC=2C=C(C(=O)O)C=CC2)C1)O)OC(C1=CC(=CC=C1)C)=O 3-(5-chloro-2-hydroxy-3-(3-methylbenzoyl-oxy)benzylideneamino)benzoic acid